ClC1=C(C=NC=C1)C(F)F 4-chloro-3-(difluoromethyl)pyridine